(N-cyclohexyl-3-aminopropyl)(trimethoxy)silane tert-butyl-((1-(5-((3-amino-2-chlorophenyl)thio)pyrazin-2-yl)-4-methylpiperidin-4-yl)methyl)carbamate C(C)(C)(C)N(C(O)=O)CC1(CCN(CC1)C1=NC=C(N=C1)SC1=C(C(=CC=C1)N)Cl)C.C1(CCCCC1)NCCC[Si](OC)(OC)OC